(R)-1-(1H-1-phenylethyl)propan-2-amine C1(CC=CC=C1)C(C)C[C@@H](C)N